C(C)=C1C2C3C4C=CC(C3C(C1)C2)C4 8-ethylidenetetracyclo[4.4.0.12,5.17,10]dodeca-3-ene